COC1=C(C(=CC(=C1)C(F)(F)F)C)C1=NC=2C(=NC=C(N2)N([C@H]2CN(CC2)C(=O)OC(C)(C)C)C)N1C tert-Butyl (3R)-3-[[2-[2-methoxy-6-methyl-4-(trifluoromethyl)phenyl]-1-methyl-imidazo[4,5-b]pyrazin-5-yl]-methyl-amino]pyrrolidine-1-carboxylate